COC1=CC=C(N=N1)NC(OCC1=CC=C2C=C(C(=NC2=C1)C)C1C(NC(CC1)=O)=O)=O (3-(2,6-dioxopiperidin-3-yl)-2-methylquinolin-7-yl)methyl (6-methoxypyridazin-3-yl)carbamate